C(C)OC=1C=C(C=C(C1)C=1C=NC=C(C1)OCC)CN1CCN(CC1)C1=CC=C(N=N1)C(=O)NS(=O)(=O)C1=CC(=C(C=C1)NCCSC1=CC=CC=C1)C(F)(F)F 6-[4-[[3-Ethoxy-5-(5-ethoxypyridin-3-yl)phenyl]methyl]piperazin-1-yl]-N-[4-(2-phenylsulfanylethylamino)-3-(trifluoromethyl)phenyl]sulfonylpyridazine-3-carboxamide